mono-tert-butyl-undecanedioic acid C(C)(C)(C)C(CCCCC(=O)O)CCCCC(=O)O